ClC1=CC=C(C(=N1)C(=O)O)N[C@H](C)C1=C2N=C(C(=NC2=CC(=C1)C)C#N)N1C[C@H]([C@H](C1)C)F 6-chloro-3-(((R)-1-(2-cyano-3-((3S,4S)-3-fluoro-4-methylpyrrolidin-1-yl)-7-methylquinoxalin-5-yl)ethyl)amino)picolinic acid